2-(4-(tert-butyl)phenyl)-4,6-dimethyl-pyrimidine-5-carboxylic acid C(C)(C)(C)C1=CC=C(C=C1)C1=NC(=C(C(=N1)C)C(=O)O)C